trimethyl-6H-benzo[c]chromene-1,3-diol CC1OC=2C(=C(C(=C(C2C2=C1C=CC=C2)O)C)O)C